4-(2-{6-[(7R)-7-Amino-2-azabicyclo[2.2.1]heptane-2-carbonyl]-3-methylpyrazolo[1,5-a]pyridin-2-yl}-1-(cyclopropylmethyl)-1H-pyrrolo[2,3-b]pyridin-6-yl)-2-methoxybenzamide N[C@H]1C2N(CC1CC2)C(=O)C=2C=CC=1N(C2)N=C(C1C)C1=CC=2C(=NC(=CC2)C2=CC(=C(C(=O)N)C=C2)OC)N1CC1CC1